1-Nonyl-2-butylpiperidinium cyanide [C-]#N.C(CCCCCCCC)[NH+]1C(CCCC1)CCCC